Cl.N[C@H](C)C1=NC=CC=C1C#N 2-[(1R)-1-aminoethyl]pyridine-3-carbonitrile-hydrochloride salt